2-(2-chloropyridin-3-yl)acrylamide ClC1=NC=CC=C1C(C(=O)N)=C